BrC=1C(=NC=C(C1CC)Br)N 3,5-dibromo-4-ethylpyridin-2-amine